(S)-N-(1-(4-(N-tert-butylsulfamoyl)-3-methylphenylamino)-1-oxo-3-phenylpropan-2-yl)-4-fluorobenzamide C(C)(C)(C)NS(=O)(=O)C1=C(C=C(C=C1)NC([C@H](CC1=CC=CC=C1)NC(C1=CC=C(C=C1)F)=O)=O)C